4-[4-(3-fluorophenyl)-1H-pyrazol-5-yl]-1-[(1-isopropyl-1H-imidazol-2-yl)methyl]piperidine FC=1C=C(C=CC1)C=1C=NNC1C1CCN(CC1)CC=1N(C=CN1)C(C)C